7-bromo-1-methyl-6-(trifluoromethyl)-1,2,3,4-tetrahydroquinoxaline BrC1=C(C=C2NCCN(C2=C1)C)C(F)(F)F